tert-Butyl 4-(2-(4-fluoropiperidin-1-yl)acetamido)phenethylcarbamate FC1CCN(CC1)CC(=O)NC1=CC=C(CCNC(OC(C)(C)C)=O)C=C1